ClC1=C(C=C(C=C1)NC(\C=C\C=1C=C2C(N(CC2=CC1)C1C(NC(CC1)=O)=O)=O)=O)C (2E)-N-(4-chloro-3-methylphenyl)-3-[2-(2,6-dioxo-hexahydropyridin-3-yl)-3-oxo-2,3-dihydro-1H-isoindol-5-yl]prop-2-enamide